7-(3-(1,10-phenanthrolin-2-yl)phenyl)dibenzo[c,h]acridine N1=C(C=CC2=CC=C3C=CC=NC3=C12)C=1C=C(C=CC1)C1=C2C=CC3=C(C2=NC=2C4=C(C=CC12)C=CC=C4)C=CC=C3